C[N+](CCC)(C)C trimethyl-propylammonium